C1=CC=CC=2C3=CC=CC=C3C(C12)COC(=O)N(CC(=O)O)CCC1=C2C=CN(C2=CC=C1)C 2-({[(9H-fluoren-9-yl)methoxy]carbonyl}[2-(1-methyl-1H-indol-4-yl)ethyl]amino)acetic acid